C1(=CC(=CC=C1)N)C1=CC=C(C=C1)N 3,4'-biphenyldiamine